BrC1=CC2C(C=N1)=NC(=C2)C(=O)N[C@@H]2[C@H]([C@H]1C([C@@H](C2)C1)(C)C)C 5-bromo-N-[(1S,2S,3S,5R)-2,6,6-trimethylnorpinan-3-yl]-3aH-pyrrolo[2,3-c]pyridine-2-carboxamide